[B].CC1=NC2=C(C=CC=C2C=C1)O.CC1=NC2=C(C=CC=C2C=C1)O.CC1=NC2=C(C=CC=C2C=C1)O.CC1=NC2=C(C=CC=C2C=C1)O.[Li] lithium tetrakis(2-methyl-8-hydroxyquinoline) boron